FC1=C(C(=CC(=C1)NC1=NC(=C(C(=N1)O)CCC)C)O)N1CC(NS1(=O)=O)=O 5-[2-Fluoro-6-hydroxy-4-[(4-hydroxy-6-methyl-5-propyl-pyrimidin-2-yl)amino]phenyl]-1,1-dioxo-1,2,5-thiadiazolidin-3-one